(1R,3S)-3-{5-[2-(2-formyl-3-hydroxyphenoxy)pyridine-4-amido]-2H-pyrazol-3-yl}cyclopentyl N-isopropylcarbamate C(C)(C)NC(O[C@H]1C[C@H](CC1)C=1NN=C(C1)NC(=O)C1=CC(=NC=C1)OC1=C(C(=CC=C1)O)C=O)=O